C(C1=CC=CC=C1)N(C1=C(C=CC=C1)C(C(=O)OCC(C)C)C1=CC=CC=C1)C(=O)OCC(C)C isobutyl 2-(2-(benzyl(isobutoxycarbonyl)amino)phenyl)-2-phenylacetate